C=C(CC\C=C/CCCCCCCC(=O)SCCNC(CCNC([C@@H](C(COP(OP(OC[C@@H]1[C@H]([C@H]([C@@H](O1)N1C=NC=2C(N)=NC=NC12)O)OP(=O)(O)O)(=O)O)(=O)O)(C)C)O)=O)=O)CCCCC 13-methyleneoleoyl-CoA